The molecule is a phenylalanine derivative in which the hydrogen at position 4 on the benzene ring is replaced by a fluoro group. It is a phenylalanine derivative, a non-proteinogenic alpha-amino acid and a member of monofluorobenzenes. C1=CC(=CC=C1CC(C(=O)O)N)F